(R)-2-(2-aminothiazol-4-yl)-N-(4-(2-((2-hydroxy-2-phenylethyl)(nitroso)amino)ethyl)phenyl)acetamide NC=1SC=C(N1)CC(=O)NC1=CC=C(C=C1)CCN(N=O)C[C@@H](C1=CC=CC=C1)O